CN(CCN([Si](C)(C)C)[Co]N(CCN(C)C)[Si](C)(C)C)C bis{[2-(dimethylamino)ethyl](trimethylsilyl)amino}cobalt